C1(CC1)C1=C(C(NC=C1)=O)C(=O)NC1=CC=2N(C=C1OC)N=C(C2)CCC(C)(C)O cyclopropyl-N-[2-(3-hydroxy-3-methylbutyl)-6-methoxypyrazolo[1,5-a]pyridin-5-yl]-2-oxopyridine-3-carboxamide